4-(4-(2,3-difluoro-4-methylphenyl)-1H-1,2,3-triazol-1-yl)-2-(hydroxymethyl)-5-(thiazol-2-ylmethoxy)tetrahydro-2H-pyran-3-ol FC1=C(C=CC(=C1F)C)C=1N=NN(C1)C1C(C(OCC1OCC=1SC=CN1)CO)O